The molecule is the dolichyl diphosphooligosaccharide(2-) species that is the dianion formed by loss of protons from the diphospho linkage in alpha-D-Man-(1->2)-alpha-D-Man-(1->2)-alpha-D-Man-(1->3)-[alpha-D-Man-(1->6)]-beta-D-Man-(1->4)-beta-D-GlcNAc-(1->4)-D-GlcNAc(PP-Dol); major microspecies at pH 7.3. It is a conjugate base of an alpha-D-Man-(1->2)-alpha-D-Man-(1->2)-alpha-D-Man-(1->3)-[alpha-D-Man-(1->6)]-beta-D-Man-(1->4)-beta-D-GlcNAc-(1->4)-D-GlcNAc(PP-Dol). CC(CC/C=C(/C)\\CC/C=C(\\C)/CC/C=C(\\C)/CCC=C(C)C)CCOP(=O)([O-])OP(=O)([O-])OC1[C@@H]([C@H]([C@@H]([C@H](O1)CO)O[C@H]2[C@@H]([C@H]([C@@H]([C@H](O2)CO)O[C@H]3[C@H]([C@H]([C@@H]([C@H](O3)CO[C@@H]4[C@H]([C@H]([C@@H]([C@H](O4)CO)O)O)O)O)O[C@@H]5[C@H]([C@H]([C@@H]([C@H](O5)CO)O)O)O[C@@H]6[C@H]([C@H]([C@@H]([C@H](O6)CO)O)O)O[C@@H]7[C@H]([C@H]([C@@H]([C@H](O7)CO)O)O)O)O)O)NC(=O)C)O)NC(=O)C